2-[[3-bromo-5-(1,1-dimethylethyl)-4-hydroxyphenyl]methylene]-malononitrile BrC=1C=C(C=C(C1O)C(C)(C)C)C=C(C#N)C#N